3-{[(2R)-4-methylmorpholin-2-yl]methoxy}-5-(5-methyl-1,3-thiazol-2-yl)-N-{(1R)-1-[6-(trifluoromethyl)pyridin-3-yl]ethyl}benzamide CN1C[C@@H](OCC1)COC=1C=C(C(=O)N[C@H](C)C=2C=NC(=CC2)C(F)(F)F)C=C(C1)C=1SC(=CN1)C